4-(1H-pyrazol-1-yl)benzonitrile N1(N=CC=C1)C1=CC=C(C#N)C=C1